ClC1=C(C=CC=C1C=1N=C2N(C=CN(C2=O)C[C@H]2NC(CC2)=O)C1F)C1=C(C(=CC=C1)C=1N=C2N(C=CN(C2=O)C[C@H]2NC(CC2)=O)C1F)Cl 2,2'-(2,2'-dichloro-[1,1'-biphenyl]-3,3'-diyl)bis(3-fluoro-7-(((S)-5-oxopyrrolidin-2-yl)methyl)imidazo[1,2-a]pyrazin-8(7H)-one)